C(C)(=O)C=1C=NC=CC1NC(=O)[C@@H]1CO[C@](C[C@H]1C1=C(C(=C(C=C1)F)F)C)(C(F)(F)F)C (3S,4R,6R)-N-(3-acetylpyridin-4-yl)-4-(3,4-difluoro-2-methylphenyl)-6-methyl-6-(trifluoromethyl)tetrahydro-2H-pyran-3-carboxamide